C(C)C(CC1=CC(=C(C=C1C(=O)O)C(=O)O)CC(CCCC)CC)CCCC.C(C1=CC(C(=O)OCC(CCCC)CC)=CC=C1)(=O)OCC(CCCC)CC bis(2-ethylhexyl) isophthalate (Bis(2-ethylhexyl) isophthalate)